2-(4-methoxybenzylamino)ethanol ethyl-1-{5-[3-(isoquinolin-5-yl)-7-methyl-1H-indazol-1-yl]pyridin-2-yl}piperidine-4-carboxylate C(C)C1N(CCC(C1)C(=O)OCCNCC1=CC=C(C=C1)OC)C1=NC=C(C=C1)N1N=C(C2=CC=CC(=C12)C)C1=C2C=CN=CC2=CC=C1